N1(C=NC=C1)CCCNC=1C(N(C(C1)=O)C1C(NC(CC1)=O)=O)=O 3-(3-((3-(1H-imidazol-1-yl)propyl)amino)-2,5-dioxo-2,5-dihydro-1H-pyrrol-1-yl)piperidine-2,6-dione